C(CC)(=O)N1CCC(CC1)NC(=O)NC1=CC=C(C=C1)OC(F)(F)F 1-(1-propionyl-piperidine-4-yl)-3-(4-(trifluoromethoxy)phenyl)urea